tert-butyl 5-{4-[(3-methyl-4-{[1,2,4]triazolo[1,5-a]pyridin-7-yloxy}phenyl)amino]pyrido[3,2-d]pyrimidin-6-yl}-2,5-diazabicyclo[2.2.1]heptane-2-carboxylate CC=1C=C(C=CC1OC1=CC=2N(C=C1)N=CN2)NC=2C1=C(N=CN2)C=CC(=N1)N1C2CN(C(C1)C2)C(=O)OC(C)(C)C